tert-butyl (1S,4S)-1-(((6-chloro-4-(2-((2,6-dimethylpyrimidin-4-yl)amino)pyrazolo[1,5-a]pyridin-5-yl)pyridin-3-yl)oxy)methyl)-2-oxa-5-azabicyclo[2.2.1]heptane-5-carboxylate ClC1=CC(=C(C=N1)OC[C@@]12OC[C@@H](N(C1)C(=O)OC(C)(C)C)C2)C2=CC=1N(C=C2)N=C(C1)NC1=NC(=NC(=C1)C)C